C(CC)(O)(O)O ortho-propionic acid